ClC1=CN=CC(=N1)NCC=1C=C(C(=O)O)C=CC1C 3-{[(6-Chloropyrazin-2-yl)amino]methyl}-4-methylbenzoic acid